2-chloro-10-(3-nitrobenzyl)-10H-phenothiazine ClC1=CC=2N(C3=CC=CC=C3SC2C=C1)CC1=CC(=CC=C1)[N+](=O)[O-]